B(O)(O)CCC[C@]12[C@](NCC1)(CNC2)C(=O)O (3aS,6aS)-3a-(3-boronopropyl)hexahydro-pyrrolo[3,4-b]pyrrole-6a(1H)-carboxylic acid